BrC1=NC=CC(=C1)C1=C(C2=NC(=C(C=C2N1)C)F)C1=NC=CC=C1 2-(2-Bromopyridin-4-yl)-5-fluoro-6-methyl-3-(pyridin-2-yl)-1H-pyrrolo[3,2-b]pyridine